methylbenzonitrile, formic acid salt C(=O)O.CC1=C(C#N)C=CC=C1